2-chloro-4-(4-fluoro-2-methylphenyl)-5-nitropyridine ClC1=NC=C(C(=C1)C1=C(C=C(C=C1)F)C)[N+](=O)[O-]